4H-PYRROLO[3,2-C]PYRIDIN-4-ON N1=CC=C2C(N=CC=C21)=O